ONC(=O)C1=CC2=C(CN([C@H](CO2)C2=CC=C(C=C2)C(F)(F)F)C(=O)C2CCOCC2)C=C1 (S)-N-hydroxy-4-(tetrahydro-2H-pyran-4-carbonyl)-3-(4-(trifluoromethyl)phenyl)-2,3,4,5-tetrahydrobenzo[f][1,4]oxazepine-8-carboxamide